C1(=CC=CC=C1)C1N(CCNC1)C1=C(C2=C(C(C=3C(=CC4=C(OCO4)C3)OC2)=O)C=C1)F 8-(phenylpiperazine-1-yl)-7-fluoro[2]benzoxepino[3,4-f]-1,3-benzodioxol-11(6H)-one